tert-butyl (2R,5S)-5-methyl-2-[2-[rel-(4S)-1,2,2-trimethyl-4-piperidyl]indazol-5-yl]piperidine-1-carboxylate C[C@H]1CC[C@@H](N(C1)C(=O)OC(C)(C)C)C1=CC2=CN(N=C2C=C1)[C@@H]1CC(N(CC1)C)(C)C |o1:23|